5,6,7-trimethoxy-1-(4-methoxyphenyl)-2,3-dihydroquinolin-4(1H)-one COC1=C2C(CCN(C2=CC(=C1OC)OC)C1=CC=C(C=C1)OC)=O